C(=O)(O)COCCOCC(=O)O (2-(carboxymethoxy)ethoxy)acetic acid